ClC1=NN2C(C=CC=C2F)=N1 2-chloro-5-fluoro-[1,2,4]triazolo[1,5-a]pyridine